C(C=C)(=O)N[C@@H]1[C@@H](CCC1)NC(=O)C=1SC=2N=CC=C3N(C(NC1C23)=O)C2=CC(=NC=C2)C2=CC=CC=C2 N-((1R,2S)-2-Acrylamidocyclopentyl)-4-oxo-5-(2-phenylpyridin-4-yl)-4,5-dihydro-3H-1-thia-3,5,8-triazaacenaphthylene-2-carboxamide